Ethyl 4-(5-((2,3-dihydro-1H-inden-2-yl)amino)-1,3,4-thiadiazol-2-yl)butanoate C1C(CC2=CC=CC=C12)NC1=NN=C(S1)CCCC(=O)OCC